C1(=CC=C(C=C1)C1=CC2=C(NC(=N2)OC=2C=CC(=C(C(=O)O)C2)C)C=C1F)C1=CC=CC=C1 5-((5-([1,1'-biphenyl]-4-yl)-6-fluoro-1H-benzo[d]imidazol-2-yl)oxy)-2-methylbenzoic acid